NC1=C(C=CC(=C1F)NCC1=NC(=C(C=C1)C(F)(F)F)C#N)NC(OCC)=O Ethyl (2-amino-4-(((6-cyano-5-(trifluoromethyl)pyridin-2-yl)methyl)amino)-3-fluorophenyl)carbamate